[N+](=O)([O-])C1=C(C(=O)O)C=CC=C1SSC=1C(=C(C(=O)O)C=CC1)[N+](=O)[O-] dithio-bis(2-nitrobenzoic acid)